5-chloro-3-cyclopropyl-2-(5,6-difluoro-1H-benzo[d]imidazol-1-yl)-3H-imidazo[4,5-b]pyridine ClC1=CC=C2C(=N1)N(C(=N2)N2C=NC1=C2C=C(C(=C1)F)F)C1CC1